NC1=NC(=C(C=C1C=1C=C2CCNC(C2=CC1)=O)C1=CC=C(C=C1)N1CCN(CC1)C)Cl 6-(2-amino-6-chloro-5-(4-(4-methylpiperazin-1-yl)phenyl)pyridin-3-yl)-3,4-dihydroisoquinolin-1(2H)-one